ClC1=C(C=CC(=C1)F)C=1CSC2=CC(=CC=C2C1C1=CC=C(C=C1)O[C@@H]1CN(CC1)CCCF)O 3-(2-chloro-4-fluoro-phenyl)-4-[4-[(3S)-1-(3-fluoropropyl)pyrrolidin-3-yl]oxyphenyl]-2H-thiochromen-7-ol